tert-butyl 4-(5-chlorothiazol-2-yl)-4-[[4-(trifluoromethoxy)phenyl] sulfonylamino]piperidine-1-carboxylate ClC1=CN=C(S1)C1(CCN(CC1)C(=O)OC(C)(C)C)NS(=O)(=O)C1=CC=C(C=C1)OC(F)(F)F